C(C)(C)(C)[Si](C)(C)OCC(CCCI)(C)C tert-butyl((5-iodo-2,2-dimethylpentyl)oxy)dimethylsilane